CC1=C(CN2CCC(CC2)C(=O)O)C(=CC(=C1)C1CN(C1)C1=CC=CC2=CC=CC=C12)C (2,6-dimethyl-4-(1-(naphthalen-1-yl)azetidin-3-yl)benzyl)piperidine-4-carboxylic acid